C[N+]1(CC(C(C1)S(=O)(=O)O)S(=O)(=O)O)C.[Na+] sodium 1,1-dimethyl-3,4-disulfopyrrolidinium